ClC1=C(CC2=C(C=CC=C2)P(C2=CC=CC=C2)C2=CC=CC=C2)C(=CC=C1)Cl (2,6-dichlorobenzyl)triphenylphosphine